C(C)C=1N=C(C2=C(N1)SC(=C2)C)NCCC(C)(C2=CC=CC=C2)C 2-ethyl-6-methyl-N-(3-methyl-3-phenylbutyl)thieno[2,3-d]pyrimidin-4-amine